CC1=C(C=C(C(=O)NC2=CC=C(C=C2)C2CCN(CC2)C)C=C1)NC1=NC=CC(=N1)C=1C=NC=C(C1)C1=NN(C=C1)C 4-Methyl-N-[4-(1-methyl-piperidin-4-yl)-phenyl]-3-{4-[5-(1-methyl-1H-pyrazol-3-yl)-pyridin-3-yl]-pyrimidin-2-ylamino}-benzamide